C(C)(C)C1=C(C(=O)N)C=CC(=C1)N1CC(C1)=O isopropyl-4-(3-oxoazetidin-1-yl)benzamide